C(C)C(C[SiH](OC(C)C)OC(C)C)(C)CC dl-2,2-diethylpropyldiisopropyloxysilane